methyl 4-amino-1-(4-(2,2-difluoroethyl)-2,6-dimethylphenyl)-6-oxo-1,6-dihydropyrimidine-5-carboxylate NC=1N=CN(C(C1C(=O)OC)=O)C1=C(C=C(C=C1C)CC(F)F)C